1H-thieno[2,3-d]imidazole-6-carboxylic acid N1C=NC2=C1C(=CS2)C(=O)O